C(C)(C)(C)OC(C1=CC=C(C=C1)NC(=O)C1N(CCC2=CC=CC=C12)C(C=CC1=C(C=CC(=C1)Cl)N1N=NC(=C1)Cl)=O)=O 4-(2-(3-(5-chloro-2-(4-chloro-1H-1,2,3-triazol-1-yl)phenyl)acryloyl)-1,2,3,4-tetrahydroisoquinoline-1-carboxamido)benzoic acid tert-butyl ester